1-((3-(5-phenyl-4,5-dihydro-1H-pyrazole-1-carbonyl)-bicyclo[1.1.1]pentan-1-yl)methyl)-1H-indazole-5-carbonitrile C1(=CC=CC=C1)C1CC=NN1C(=O)C12CC(C1)(C2)CN2N=CC1=CC(=CC=C21)C#N